trans-4-((2-amino-4-bromophenyl)amino)cyclohexanol NC1=C(C=CC(=C1)Br)N[C@@H]1CC[C@H](CC1)O